C(C1=CC=CC=C1)O[P]OCC1=CC=CC=C1 dibenzoxyphosphorus